FC(S(=O)(=O)OC1=C(C=CC=C1)C1=C(C=CC2=CC=CC=C12)N1CCCC1)(F)F 2-(2-(Pyrrolidin-1-yl)naphthalen-1-yl)phenyl trifluoromethanesulfonate